((9-ethyl-7,7-difluoro-5-methyl-6-oxo-6,7,8,9-tetrahydro-5H-pyrimido[4,5-b][1,4]diazepin-2-yl)amino)-3-methoxybenzoic acid C(C)N1C2=C(N(C(C(C1)(F)F)=O)C)C=NC(=N2)NC2=C(C(=O)O)C=CC=C2OC